NC1=NC=CC=C1C1NC=2C(=NC(=CC2)N2N=CC=C2)N1C=1C=CC(=NC1)NC(=O)C1CCC(CC1)C(=O)OC methyl (1r,4r)-4-((5-(2-(2-aminopyridin-3-yl)-5-(1H-pyrazol-1-yl)-1,2-dihydro-3H-imidazo[4,5-b]pyridin-3-yl)pyridin-2-yl)carbamoyl)cyclohexane-1-carboxylate